docosyl 8,8'-((3-((8-(dodecyloxy)-8-carbonyloctyl)amino)propyl)azanediyl)dioctanoate C(CCCCCCCCCCC)OC(CCCCCCCNCCCN(CCCCCCCC(=O)[O-])CCCCCCCC(=O)OCCCCCCCCCCCCCCCCCCCCCC)=C=O